1,N2-dimethylcyclohexane-1,2-diamine CC1(C(CCCC1)NC)N